amino-N-cyclopropyl-2-(5-fluoro-1-(2-fluorobenzyl)-1H-pyrazolo[3,4-b]pyridin-3-yl)pyrimidine-5-carboxamide NC1=NC(=NC=C1C(=O)NC1CC1)C1=NN(C2=NC=C(C=C21)F)CC2=C(C=CC=C2)F